[(1S)-3-[2-[4-[5-[tert-butyl(dimethyl)silyl]oxy-1-tetrahydro pyran-2-yl-indazol-3-yl]-1-methyl-imidazol-2-yl]ethoxycarbonylamino]-1-methyl-propyl] methanesulfonate CS(=O)(=O)O[C@H](CCNC(=O)OCCC=1N(C=C(N1)C1=NN(C2=CC=C(C=C12)O[Si](C)(C)C(C)(C)C)C1OCCCC1)C)C